CN1C=NC2=CC=C(C(=C2C1=O)C)OC=1C(=C(C=C(C1)C)N(S(=O)(=O)CCC)S(=O)(=O)CCC)F N-(3-((3,5-dimethyl-4-oxo-3,4-dihydro-quinazolin-6-yl)oxy)-2-fluoro-5-methylphenyl)-N-(propylsulfonyl)propane-1-sulfonamide